2-(2H-1,2,3-benzotriazol-2-yl)-6-((triisopropylsilyl)oxy)-4-(2,4,4-trimethylpentan-2-yl)phenol N=1N(N=C2C1C=CC=C2)C2=C(C(=CC(=C2)C(C)(CC(C)(C)C)C)O[Si](C(C)C)(C(C)C)C(C)C)O